iridium quinolate N1=C(C=CC2=CC=CC=C12)C(=O)[O-].[Ir+3].N1=C(C=CC2=CC=CC=C12)C(=O)[O-].N1=C(C=CC2=CC=CC=C12)C(=O)[O-]